BrC=1SC=C(N1)C#N 2-bromo-1,3-thiazole-4-carbonitrile